C1N(C[C@H]2CCCC[C@@H]12)CC1=CC2=C(C(N(C=C2C(F)(F)F)C2=CC(=CC=C2)C2(CCC2)C2=NN=CN2C)=O)N1 2-[[(3aS,7aR)-1,3,3a,4,5,6,7,7a-octahydroisoindol-2-yl]methyl]-6-[3-[1-(4-methyl-1,2,4-triazol-3-yl)cyclobutyl]phenyl]-4-(trifluoromethyl)-1H-pyrrolo[2,3-c]pyridin-7-one